(R)-4-((2-allyl-1-(7-ethyl-7-hydroxy-6,7-dihydro-5H-cyclopenta[b]pyridin-2-yl)-3-oxo-2,3-dihydro-1H-pyrazolo[3,4-d]pyrimidin-6-yl)amino)phenethyl methanesulfonate CS(=O)(=O)OCCC1=CC=C(C=C1)NC1=NC=C2C(=N1)N(N(C2=O)CC=C)C2=CC=C1C(=N2)[C@@](CC1)(O)CC